IC1C2CN(CC1CC2)C(=O)OC(C)(C)C tert-butyl 8-iodo-3-azabicyclo[3.2.1]octane-3-carboxylate